3-(2,3-dioxo-4-((5-phenyl-1,3,4-thiadiazol-2-yl)methyl)piperazin-1-yl)bicyclo[1.1.1]pentane-1-carbonitrile O=C1N(CCN(C1=O)CC=1SC(=NN1)C1=CC=CC=C1)C12CC(C1)(C2)C#N